4-(4,8-dimethylnon-3,7-dienyl)pyridine CC(=CCCC1=CC=NC=C1)CCC=C(C)C